NC1=C(C=C(C=N1)NC(C(N1[C@H](CC[C@@H](C1)C)C1=CC(=CC=C1)OC[C@H]1N(CCC1)C)=O)=O)CC |r| Racemic-N-(6-amino-5-ethyl-3-pyridyl)-2-oxo-2-[(2R,5S)-5-methyl-2-[3-[[rac-(2S)-1-methylpyrrolidin-2-yl]methoxy]phenyl]-1-piperidyl]acetamide